C(=O)C=1C(=CC2=C(N=C(O2)C=2C(=C(C=CC2)C2=CC=CC=C2)C)C1)OCC#N {[5-formyl-2-(2-methylbiphenyl-3-yl)-1,3-benzoxazol-6-yl]oxy}acetonitrile